ethyl-4-(pyridin-2-ylimino)-2-butenoate C(C)OC(C=CC=NC1=NC=CC=C1)=O